O=C[C@H](O)[C@@H](O)[C@@H](O)[C@H](O)C(=O)[O-] D-GALACTURONATE